methyl-6-oxo-1,6-dihydropyridine-2-carboxylic acid methyl ester COC(=O)C=1N(C(C=CC1)=O)C